CC(CO)=CC(=CC)C 2,4-dimethyl-2,4-hexadien-1-ol